(4-(((3-(diethylamino) propoxy) carbonyl) oxy) hexadecyloxy) propane-1,3-diylbis(decanoate) C(CCCCCCCCCCCC(=O)[O-])CCCCCCCCCC(=O)OOCCCC(CCCCCCCCCCCC)OC(=O)OCCCN(CC)CC